(R,Z)-2-fluoro-N-(7-methoxy-4-((2-methoxy-5-methyl-4-(quinolin-7-yloxy)phenyl)amino)quinazolin-6-yl)-3-(1-methylpyrrolidin-2-yl)acrylamide F\C(\C(=O)NC=1C=C2C(=NC=NC2=CC1OC)NC1=C(C=C(C(=C1)C)OC1=CC=C2C=CC=NC2=C1)OC)=C/[C@@H]1N(CCC1)C